FC(S(=O)(=O)O)(F)F.CCC(C(N=C(N)N)(C)C)(C)C pentamethyl-N''-propylguanidine trifluoromethanesulfonate